ClC=1SC(=CN1)CNC(=O)C1CNCC1 N-((2-chlorothiazol-5-yl)methyl)pyrrolidine-3-carboxamide